phenylphosphoryl-bis(adipoylaminobutyric acid) C1(=CC=CC=C1)P(=O)(C(CCCCC(=O)C(C(=O)O)(CC)N)=O)C(CCCCC(=O)C(C(=O)O)(CC)N)=O